NC=1C=2N(C=CN1)C(=NC2C)C(C)C=2C(=C(C(=C(C2)Cl)F)C(=O)N2CC(C2)O)OC(C)C (3-(1-(8-amino-1-methylimidazo[1,5-a]pyrazin-3-yl)ethyl)-5-chloro-6-fluoro-2-isopropoxyphenyl)(3-hydroxyazetidin-1-yl)methanone